FC1=C(C=CC(=C1)F)[C@](C(C1=NC=C(C=C1)C1=CC=C(C=C1)N1CCN(CC1)C1=CC2=C(NC(=N2)C(F)(F)F)C=C1)(F)F)(CN1N=NN=C1)O (R)-2-(2,4-difluorophenyl)-1,1-difluoro-3-(1H-tetrazol-1-yl)-1-(5-(4-(4-(2-(trifluoromethyl)-1H-benzo[d]imidazol-5-yl)piperazin-1-yl)phenyl)pyridin-2-yl)propan-2-ol